7-bromo-3-butyl-8-methoxy-5-phenyl-3,4-dihydro-2H-1,5-benzothiazepine BrC=1C(=CC2=C(N(CC(CS2)CCCC)C2=CC=CC=C2)C1)OC